(1-imidazolyl)-2-ethylacrylate N1(C=NC=C1)C=C(C(=O)[O-])CC